ClC1=C(C(=O)OC)C=C(C=C1)OC1=NC2=C(N1)C=C(C(=C2F)C2=CC=C(C=C2)C2=CC=C(C=C2)CN2CCN(CC2)CCOCCO)F methyl 2-chloro-5-((4,6-difluoro-5-(4'-((4-(2-(2-hydroxyethoxy)ethyl)piperazin-1-yl)methyl)-[1,1'-biphenyl]-4-yl)-1H-benzo[d]imidazol-2-yl)oxy)benzoate